BrC=1C=C(C=CC1F)C1=C2C(=C(C(N(C2=CC=C1)CC(C)C)=O)C(=O)N)O (3-bromo-4-fluorophenyl)-4-hydroxy-1-isobutyl-2-oxo-1,2-dihydroquinoline-3-carboxamide